C(C)N1N=C(C(=C1)C1=C(C=CC=C1)[C@H]1C2=C(CN(C1)C(C#CCC1CNCCO1)=O)SC(=C2)C#N)C(F)(F)F (4S)-4-(2-(1-Ethyl-3-(trifluoromethyl)-1H-pyrazol-4-yl)phenyl)-6-(4-(morpholin-2-yl)but-2-ynoyl)-4,5,6,7-tetrahydrothieno[2,3-c]pyridine-2-carbonitrile